C[Si](C#CC1=CC=C(C=C1)S)(C)C 4-(2-TRIMETHYLSILYLETHYNYL)benzenethiol